C(C)(C)(C)C=1C=CC2=C(C(=NS(O2)(=O)=O)C23CC(C2)(C3)C(F)F)C1 6-(tert-butyl)-4-(3-(difluoromethyl)bicyclo[1.1.1]pentan-1-yl)benzo[e][1,2,3]oxathiazin 2,2-dioxide